Tert-butyl N-[4-[[4-[1-(4-chlorophenyl)-7-isopropoxy-6-methoxy-3-oxo-1,4-dihydroisoquinolin-2-yl]-N-methyl-anilino]methyl]cyclohexyl]carbamate ClC1=CC=C(C=C1)C1N(C(CC2=CC(=C(C=C12)OC(C)C)OC)=O)C1=CC=C(N(C)CC2CCC(CC2)NC(OC(C)(C)C)=O)C=C1